O1CCN(CC1)C1CCN(CC1)CCCNC1=C2C(=NC(=C1)C1=CC=C(C=C1)C(=O)N1CCSCC1)C=CS2 (4-(7-((3-(4-morpholinopiperidin-1-yl)propyl)amino)thieno[3,2-b]pyridin-5-yl)phenyl)(thiomorpholino)methanone